ClC=1C(=C(C#N)C=C(C1)C(C)(C)C1=CC=C(C=C1)O)O 3-chloro-2-hydroxy-5-[1-(4-hydroxyphenyl)-1-methyl-ethyl]benzonitrile